4-(6-Iodohexylsulfanyl)-7-(trifluoromethyl)quinoline ICCCCCCSC1=CC=NC2=CC(=CC=C12)C(F)(F)F